(2R,3S,8aS)-2-methyl-3-((S)-2-(methylamino)propanamido)-N-(naphthalen-1-yl)-4-oxohexahydro-2H-pyrrolo[2,1-b][1,3]oxazine-6-carboxamide C[C@@H]1[C@@H](C(N2[C@@H](O1)CCC2C(=O)NC2=CC=CC1=CC=CC=C21)=O)NC([C@H](C)NC)=O